COC1=CC=C(C=N1)C1=CC=C(C=C1)C(C)=O (E)-1-(4-(6-methoxypyridin-3-yl)phenyl)ethan-1-one